CC(C)(CCC(C)(OOC(C)(C)C)C)OOC(C)(C)C 2,5-dimethyl-2,5-di-(tert.-butyl-peroxy)-hexane